[N+](=O)([O-])C(C(=O)NN)[N+](=O)[O-] 2,2-dinitroacetohydrazide